OCC12COCN2COC1 5-Hydroxymethyl-1-aza-3,7-dioxabicyclo(3.3.0)octan